C(C)(C)(C)OC(=O)N1C(C(CC(C1)C)CSC)C 2,5-dimethyl-3-((methylthio)methyl)piperidine-1-carboxylic acid tert-butyl ester